4-(2-chloro-4,6-difluorophenyl)-N-(2-fluoro-6-nitrophenyl)-1,3-dimethyl-1H-pyrazol-5-amine ClC1=C(C(=CC(=C1)F)F)C=1C(=NN(C1NC1=C(C=CC=C1[N+](=O)[O-])F)C)C